(S)-1-ethyl-6-((4-((2-hydroxy-1-phenylethyl)amino)-5-(5-(2-hydroxypropan-2-yl)-1,3,4-oxadiazol-2-yl)pyrimidin-2-yl)amino)-1,2-dihydro-3H-pyrazolo[3,4-b]pyridin-3-one C(C)N1NC(C=2C1=NC(=CC2)NC2=NC=C(C(=N2)N[C@H](CO)C2=CC=CC=C2)C=2OC(=NN2)C(C)(C)O)=O